CC1C=2N(CCN1C=O)C(=NC2)C2=NC(=NS2)C 8-methyl-3-(3-methyl-1,2,4-thiadiazol-5-yl)-5,6-dihydroimidazo[1,5-a]pyrazin-7(8H)-ylmethanone